C1(=CC=CC=C1)N1NC=CN=C1 2-phenyl-1,2,4-triazine